(2-(1H-pyrazol-1-yl)pyridin-4-yl)methylamine N1(N=CC=C1)C1=NC=CC(=C1)CN